FC=1C=C(C=C2CCN(CC12)C(CNC(\C=C\C1=C(C=C(C=C1)I)F)=O)=O)CC(=O)O 2-[8-fluoro-2-[2-[[(E)-3-(2-fluoro-4-iodophenyl)prop-2-enoyl]amino]acetyl]-3,4-dihydro-1H-isoquinolin-6-yl]acetic acid